benzyl (R)-(1-(6-chloropyridin-3-yl)-3-oxopropyl)carbamate ClC1=CC=C(C=N1)[C@@H](CC=O)NC(OCC1=CC=CC=C1)=O